C(CCC)N1[Se]C2=C(C1=O)C=CC=C2 2-butylbenzo[d][1,2]selenazol-3(2H)-one